4-(4-((5-cyclopropyl-3-(2-(trifluoromethoxy)phenyl)isoxazol-4-yl)methoxy)azepan-1-yl)-benzonitrile C1(CC1)C1=C(C(=NO1)C1=C(C=CC=C1)OC(F)(F)F)COC1CCN(CCC1)C1=CC=C(C#N)C=C1